trans-2-[4-(2-aminoanilino)cyclohexyl]-4,5-dichloro-pyridazin-3-one NC1=C(N[C@@H]2CC[C@H](CC2)N2N=CC(=C(C2=O)Cl)Cl)C=CC=C1